dodecanedioic acid bis[2-(2-hydroxybenzoyl) hydrazide] OC1=C(C(=O)NNC(CCCCCCCCCCC(=O)NNC(C2=C(C=CC=C2)O)=O)=O)C=CC=C1